ClC1=C(C(=C2C=NNC2=C1)C1=C(C=2N=C(N=C(C2C=N1)N1CCOCCC1)OC[C@]12CCCN2C[C@@H](C1)F)F)\C=C/C 4-(7-(6-chloro-5-((Z)-prop-1-en-1-yl)-1H-indazol-4-yl)-8-fluoro-2-(((2R,7aS)-2-fluorotetrahydro-1H-pyrrolizin-7a(5H)-yl)methoxy)pyrido[4,3-d]pyrimidin-4-yl)-1,4-oxazepane